CCC(CC(CCC=CC)=O)=O decan-8-ene-3,5-dione